di-2,5,8,11,14,17,20,23,26,29,32-undecaoxatetratriacontan-34-yl 2,5-dibromoterephthalate BrC1=C(C(=O)OCCOCCOCCOCCOCCOCCOCCOCCOCCOCCOCCOC)C=C(C(=C1)C(=O)OCCOCCOCCOCCOCCOCCOCCOCCOCCOCCOCCOC)Br